BrC1=CC=C(CN2N=C3N(C(N(C(C3=C2)=O)C)=O)CC2=CC=C(C=C2)OC)C=C1 2-(4-bromobenzyl)-7-(4-methoxybenzyl)-5-methyl-2,7-dihydro-4H-pyrazolo[3,4-d]pyrimidine-4,6(5H)-dione